NC1=NC=C(C=C1O[C@H](C)C=1C=C(C=CC1)NC(C1=CC(=C(C=C1)SC)F)=O)C=1C=NN(C1)C (R)-N-(3-(1-((2-Amino-5-(1-methyl-1H-pyrazol-4-yl)pyridin-3-yl)oxy)ethyl)phenyl)-3-fluoro-4-(methylthio)benzamid